3-(3-bromo-4-fluoro-phenyl)propan-1-ol BrC=1C=C(C=CC1F)CCCO